C1=CC=CC=C1.[IH2+] iodonium Benzene